CC1(CC=C(C(C1)CC=C(C)C)C)C(=O)O 1,4-dimethyl-5-(3-methyl-2-butenyl)-3-cyclohexen-1-yl-carboxylic acid